4-(chloromethyl)-1-(pyridin-2-yl)imidazo[5,1,2-cd]naphtho[2,3-a]indolizine ClCC=1C=C2N3C(=C4C(=C3C1)C=C1C=CC=CC1=C4)C(=N2)C2=NC=CC=C2